COC1=NC=C(C(=C1)C1N(CCCCC1)C1=NC(=NC(=C1)C)N)OC 4-[2-(2,5-dimethoxy-4-pyridyl)azepan-1-yl]-6-methyl-pyrimidin-2-amine